1-((3-Amino-5-(2-(oxetan-3-ylamino)pyridin-4-yl)-1H-indazol-7-yl)ethynyl)cyclopentan-1-ol NC1=NNC2=C(C=C(C=C12)C1=CC(=NC=C1)NC1COC1)C#CC1(CCCC1)O